tert-butyl (2R,3S,4S)-4-[(tert-butoxycarbonyl) oxy]-3-({[5-(methoxymethyl)-1,3,4-thiadiazol-2-yl]carbamoyl}oxy)-2-[(4-methoxyphenyl) methyl]pyrrolidine-1-carboxylate C(C)(C)(C)OC(=O)O[C@@H]1[C@H]([C@H](N(C1)C(=O)OC(C)(C)C)CC1=CC=C(C=C1)OC)OC(NC=1SC(=NN1)COC)=O